NC1=NC(=NN1S(=O)(=O)C1=C2C=CC=C(C2=CC=C1)C#N)NC1=CC=C(C=C1)F 5-((5-Amino-3-((4-fluorophenyl)amino)-1H-1,2,4-triazol-1-yl)sulfonyl)-1-naphthonitrile